N-[(2R)-1-Hydroxypropan-2-yl]-5-(1-methyl-1H-pyrazol-3-yl)-6-[3-(pentafluoro-lambda6-sulfanyl)phenoxy]pyridine-3-carboxamide OC[C@@H](C)NC(=O)C=1C=NC(=C(C1)C1=NN(C=C1)C)OC1=CC(=CC=C1)S(F)(F)(F)(F)F